FC=1C=C(N)C=CC1OC(F)(F)F 3-Fluoro-4-(trifluoromethoxy)aniline